8-(2,3-dichloro-6-hydroxyphenyl)-3-(hydroxymethyl)-octahydropyrido[1,2-a]Pyrazin-4-one ClC1=C(C(=CC=C1Cl)O)C1CC2N(C(C(NC2)CO)=O)CC1